P(=O)([O-])([O-])[O-].[V+5].[Na+].P(=O)([O-])([O-])[O-] NATRIUM VANADIUM PHOSPHATE